4-imidazol-1-yl-butyryl chloride N1(C=NC=C1)CCCC(=O)Cl